COC=1C=CC=2C=3C(C=NC2N1)=NC=NC3O 8-methoxypyrimidino[4,5-c][1,8]naphthyridin-1-ol